3-coumaroyl-spermidine C(\C=C\C1=CC(=CC=C1)O)(=O)NCCCCNCCCN